NC=1C2=C(N=CN1)N(C=C2C(=O)NC=2OC1=C(N2)C=C(C=C1)Cl)[C@H]1CN(CC1)C(\C=C\CN(C)C)=O (R,E)-4-amino-N-(5-chlorobenzo[d]oxazol-2-yl)-7-(1-(4-(dimethylamino)but-2-enoyl)pyrrolidin-3-yl)7H-pyrrolo[2,3-d]pyrimidine-5-carboxamide